7-amino-6-(3-hydroxy-2,6-dimethylphenyl)-3-methyl-2-((5-methylpyrimidin-2-yl)amino)-5-oxo-5,6-dihydro-1,6-naphthyridine-8-carboxamide NC=1N(C(C=2C=C(C(=NC2C1C(=O)N)NC1=NC=C(C=N1)C)C)=O)C1=C(C(=CC=C1C)O)C